CC=1C=CC2=C(N=C(O2)CSC=2NC(C3=C(N2)N(N=C3)C3=CC=CC=C3)=O)C1 6-(((5-Methylbenzo[d]oxazol-2-yl)methyl)thio)-1-phenyl-1,5-dihydro-4H-pyrazolo[3,4-d]pyrimidin-4-on